C1(=CC=CC=C1)P1(C=CCC1)=O 1-phenyl-2-phospholen-1-oxide